FC(OC1=C(C=C(C=C1)SC1CCNCC1)N1N=C(C=2C=NC(=CC21)C=2C=NN1C2N=CC=C1)C)F 1-(2-(difluoromethoxy)-5-(piperidin-4-ylsulfanyl)phenyl)-3-methyl-6-(pyrazolo[1,5-a]pyrimidin-3-yl)-1H-pyrazolo[4,3-c]pyridine